benzyl 4-(4-(6-(4-methoxyphenyl)-4-(piperidin-4-ylamino)pyridin-2-yl)phenyl)piperazine-1-carboxylate hydrochloride Cl.COC1=CC=C(C=C1)C1=CC(=CC(=N1)C1=CC=C(C=C1)N1CCN(CC1)C(=O)OCC1=CC=CC=C1)NC1CCNCC1